FC=1C=C(C(=NC1)OC)[C@@H]1N(CCC1)C1=CC=C2C(=N1)N(C=N2)C(=O)NC2CCC(CC2)O 5-((R)-2-(5-Fluoro-2-methoxypyridin-3-yl)pyrrolidin-1-yl)-N-((1s,4S)-4-hydroxycyclohexyl)-3H-Imidazo[4,5-b]pyridine-3-carboxamide